L-6-benzylaminopurine C(C1=CC=CC=C1)NC1=C2NC=NC2=NC=N1